C=CCC Racemic-trans-butene